FC1=CC(=C(OC2=C(C(=O)NC3=CC=C(C(=O)O)C=C3)C=CC(=C2)C(F)(F)F)C=C1)C 4-(2-(4-fluoro-2-methylphenoxy)-4-(trifluoromethyl)benzamido)benzoic acid